ClC=1C(=NC(=NC1)NC=1C=C(C=NC1)N1C(CCC1)=O)C1=CC=C(C=C1)C1CC1 1-(5-((5-chloro-4-(4-cyclopropylphenyl)pyrimidin-2-yl)amino)pyridin-3-yl)pyrrolidin-2-one